FC=1C=C2N(CCN(C2=CC1)C(=O)NCC1CN(C1)C)C1=CC=C(C=C1)F 6-fluoro-4-(4-fluorophenyl)-N-((1-methylazetidin-3-yl)methyl)-3,4-dihydroquinoxaline-1(2H)-carboxamide